4-((3S)-1-((2S)-1-((4-(3,5-difluorophenyl)-5,6-dihydro-4H-pyrrolo[1,2-b]pyrazol-2-yl)amino)-1-oxopropan-2-yl)-4,4-difluoropiperidin-3-yl)pyridine 1-oxide FC=1C=C(C=C(C1)F)C1CCN2N=C(C=C21)NC([C@H](C)N2C[C@@H](C(CC2)(F)F)C2=CC=[N+](C=C2)[O-])=O